ClC(C=1OC(=NN1)C=CC1=CC=CC=C1)(Cl)Cl 2-trichloromethyl-5-styryl-1,3,4-oxadiazole